FC=1C=C(CN2C[C@H](N(CC2)C2CC3(C2)CCN(CC3)C(=O)OC(C)(C)C)C3=C(C=CC=C3)C(C)C)C=CC1F |o1:7| tert-butyl (R or S)-2-(4-(3,4-difluorobenzyl)-2-(2-isopropylphenyl)piperazin-1-yl)-7-azaspiro[3.5]nonane-7-carboxylate